C(C=C)N1S(N(CC=2C=C(C=3C(=CNC3C21)Cl)Cl)CC2CN(CCC2)C(=O)OC(C)(C)C)(=O)=O tert-butyl 3-((1-allyl-6,7-dichloro-2,2-dioxido-4,9-dihydro-[1,2,6]thiadiazino[4,3-g]indol-3(1H)-yl)methyl)piperidine-1-carboxylate